C(C)(C)(C)OC(C(C)C1=CN(C2=CC(=CC=C12)C#N)CC=1N=CN(C1)C)=O (6-cyano-1-((1-methyl-1H-imidazol-4-yl)methyl)-1H-indol-3-yl)propionic acid tert-butyl ester